ClC=1C=CC2=C(C(=NO2)O)C1 5-chlorobenzo[D]isoxazol-3-ol